FC1=C(C=CC(=C1)C)C=1C=C2CC(C(C2=CC1)NC(O[C@@H]1CN2CCC1CC2)=O)(C)C (S)-quinuclidin-3-yl (5-(2-fluoro-4-methylphenyl)-2,2-dimethyl-2,3-dihydro-1H-inden-1-yl)carbamat